NC=1C(=NC(=CN1)C=1C=NN(C1)C1CCN(CC1)C(=O)OC(C)(C)C)C(=O)O 3-Amino-6-(1-(1-(tert-butoxycarbonyl)piperidin-4-yl)-1H-pyrazol-4-yl)pyrazine-2-carboxylic acid